[N+](=O)([O-])C=1C=CC2=C(C(N(N=N2)[C@H](C)[C@@](CN2N=CN=C2)(O)C2=C(C=C(C=C2)F)F)=O)C1 6-nitro-3-[(2R,3R)-3-(2,4-difluorophenyl)-3-hydroxy-4-(1,2,4-triazol-1-yl)-2-butyl]1,2,3-benzotriazin-4-one